N-(8-(methylamino)-5-((5-(trifluoromethyl)pyridin-2-yl)ethynyl)-2,7-naphthyridin-3-yl)cyclopropanecarboxamide CNC=1N=CC(=C2C=C(N=CC12)NC(=O)C1CC1)C#CC1=NC=C(C=C1)C(F)(F)F